BrC1=CC2=C(C=C1)C1=CC=CC=C1C21C2=CC(=CC=C2OC=2C=CC(=CC12)F)F 2-bromo-2',7'-difluorospiro[fluorene-9,9'-xanthene]